COC1=C2C=CC=C(C2=CC=C1)CC#N (5-methoxy-naphthalen-1-yl)acetonitrile